(2S,3R)-3-Hydroxy-Nα-methyl-Nα-Fmoc-asparagine O[C@H]([C@H](N(C(=O)OCC1C2=CC=CC=C2C2=CC=CC=C12)C)C(=O)O)C(N)=O